tert-butyl (R)-3-((bis(benzyloxy)phosphoryl)oxy)methylmorpholine-4-carboxylate C(C1=CC=CC=C1)OP(=O)(OCC1=CC=CC=C1)OC[C@@H]1N(CCOC1)C(=O)OC(C)(C)C